8-chloro-6-(((6-fluoro-2-methylpyridin-3-yl)(5-methoxy-1-methyl-1H-1,2,3-triazol-4-yl)methyl)amino)-4-(neopentylamino)quinoline-3-carbonitrile ClC=1C=C(C=C2C(=C(C=NC12)C#N)NCC(C)(C)C)NC(C=1N=NN(C1OC)C)C=1C(=NC(=CC1)F)C